P(O)(O)O.P(O)(O)O (phosphorous acid) (phosphite)